COC1=C(C(=O)NCC=2OC(=NN2)C=2SC=CC2)C=CC(=C1)NCCNC 2-methoxy-4-((2-(methylamino)ethyl)amino)-N-((5-(thiophen-2-yl)-1,3,4-oxadiazol-2-yl)methyl)benzamide